C1(CC1)CN1C=C(C2=CC(=CC=C12)C=1C=C2C=CC=NC2=CC1)CC(=O)NCC1=NC=CC=C1 2-(1-(cyclopropylmethyl)-5-(quinolin-6-yl)-1H-indol-3-yl)-N-(pyridin-2-ylmethyl)acetamide